7-Bromo-5-chloro-2,3-dimethylbenzimidazole-4-carboxylic acid BrC1=CC(=C(C2=C1N=C(N2C)C)C(=O)O)Cl